COC(=O)C1=CC=C(C=C1)N1CC2(C1)CCN(CC2)C(=O)OC(C)(C)C tert-butyl 2-(4-(methoxycarbonyl) phenyl)-2,7-diazaspiro[3.5]nonane-7-carboxylate